S-(2-Acetamido-9-(4-fluorobenzyl)-6-oxo-6,9-dihydro-1H-purin-8-yl)-N2-acetyl-N-(21-chloro-3,6,9,12,15-pentaoxahenicos-1-yl)-L-cysteinamide C(C)(=O)NC=1NC(C=2N=C(N(C2N1)CC1=CC=C(C=C1)F)SC[C@H](NC(C)=O)C(=O)NCCOCCOCCOCCOCCOCCCCCCCl)=O